N-(5-((2-(4-azaspiro[2.4]heptan-4-yl)ethyl)carbamoyl)-3-methylthiophen-2-yl)-2-(1-methyl-1H-pyrazol-4-yl)pyrazolo[5,1-b]thiazole-7-carboxamide C1CC12N(CCC2)CCNC(=O)C2=CC(=C(S2)NC(=O)C=2C=NN1C2SC(=C1)C=1C=NN(C1)C)C